N1=CC(=CC=C1)C1=CC=C(C=C1)C(C)(C)NC(OC(C)(C)C)=O tert-butyl (2-(4-(pyridin-3-yl)phenyl)propan-2-yl)carbamate